(-)-1-(4-cyanophenyl)-3-[(3S*,4R*,Z)-4-(2,6-difluoro-4-methoxyphenyl)-2-(methoxyimino)pyrrolidin-3-yl]urea C(#N)C1=CC=C(C=C1)NC(=O)N[C@@H]1/C(/NC[C@H]1C1=C(C=C(C=C1F)OC)F)=N/OC |o1:12,16|